(4bR,8aR)-4b,7,7-trimethyl-2-(methylthio)-4b,5,7,8,8a,9-hexahydropyrano[3',4':4,5]pyrrolo[2,3-d]pyrimidine C[C@]12[C@H](NC=3N=C(N=CC31)SC)CC(OC2)(C)C